Cresyl Isobutyrate C(C(C)C)(=O)OC1=CC=C(C=C1)C